CCCCCCCCC[C@@H]1C[C@@H]2CC[C@@H]3N2C(=N[C@@H]([C@@H]3C(=O)OCCCCCCCCC[C@@H]4C(=C5CCCN5C(=N4)N)C(=O)OCCCCN=C(N)N)C)N1 The molecule is a carboxylic ester obtained by the formal condensation of (2aS,3S,4R,7R,8aS)-4-methyl-7-nonyl-2,2a,3,4,6,7,8,8a-octahydro-1H-5,6,8b-triazaacenaphthylene-3-carboxylic acid with the hydroxy group of 4-carbamimidamidobutyl (3R)-3-(9-hydroxynonyl)-1-imino-1,2,3,5,6,7-hexahydropyrrolo[1,2-c]pyrimidine-4-carboxylate. Isolated from a bright red Caribbean sponge, Batzella, it has potential anti-HIV activity. It has a role as a metabolite and an anti-HIV-1 agent. It is a member of guanidines, an alkaloid, an organic heterotricyclic compound, a carboxylic ester, a pyrrolopyrimidine and a triazaacenaphthylene.